[N+]=1(NN=NC1C(=O)N)C(=O)N tetrazoliumbisamide